fluoro-N-(4-fluoro-2-(2,2,2-trifluoroethoxy)benzyl)-4'-oxo-3',4'-dihydro-1'H-spiro[piperidine-4,2'-quinoline]-1-carboxamide FN1C2(CC(C3=CC=CC=C13)=O)CCN(CC2)C(=O)NCC2=C(C=C(C=C2)F)OCC(F)(F)F